ClC=1C=C(C(=O)OC)C(=CN1)C=1OC2=C(N1)C=C(C=C2)Cl methyl 2-chloro-5-(5-chlorobenzo[d]oxazol-2-yl)isonicotinate